tert-butyl 2-(2-(2-isopropylphenyl) piperazin-1-yl)-7-azaspiro[3.5]Nonane-7-carboxylate C(C)(C)C1=C(C=CC=C1)C1N(CCNC1)C1CC2(C1)CCN(CC2)C(=O)OC(C)(C)C